F[C@H](CNC(=O)C=1C(=C2C(=NC1)SC(=C2)C2=CN=CS2)NC2COC2)C(C)(C)O (R)-N-(2-fluoro-3-hydroxy-3-methylbutyl)-4-(oxetan-3-ylamino)-2-(thiazol-5-yl)thieno[2,3-b]pyridine-5-carboxamide